(1s,4s)-4-(2-bromo-6-nitrobenzylamino)-N-(3-methoxy-4-methylphenyl)cyclohexanecarboxamide BrC1=C(CNC2CCC(CC2)C(=O)NC2=CC(=C(C=C2)C)OC)C(=CC=C1)[N+](=O)[O-]